(S)-3-(4-((1-(5-(3,5-difluorophenyl)-4,5-dihydro-1H-pyrazole-1-carbonyl)azetidin-3-yl)oxy)-5-fluoropyridin-2-yl)-1,4-dimethyl-N-(oxetan-3-yl)-1H-pyrazole-5-carboxamide FC=1C=C(C=C(C1)F)[C@@H]1CC=NN1C(=O)N1CC(C1)OC1=CC(=NC=C1F)C1=NN(C(=C1C)C(=O)NC1COC1)C